C1(=CC=CC=C1)C(CN=C=O)C1=CC=CC=C1 2,2-Diphenylethylisocyanat